C(C)(C)(C)OC(=O)NCC=1C=C(C(=O)O)C=C(C1)CNC(=O)OC(C)(C)C 3,5-Bis-(((tert-butoxycarbonyl)amino)methyl)benzoic acid